The molecule is an alpha-amino-acid cation that is the conjugate acid of tryptophan, arising from protonation of the alpha-amino group. It is a conjugate acid of a tryptophan. C1=CC=C2C(=C1)C(=CN2)CC(C(=O)O)[NH3+]